F[B-](F)(F)F.C(=O)(O)C1=CC=C(C=C1)[N+]#N 4-carboxyphenyldiazonium tetrafluoroborate